CN1CC2=CC=CC=C2C(C1)N 2-methyl-1,2,3,4-tetrahydroisoquinolin-4-amine